tert-butyl 4-(4-(4-(((2-(2,6-dioxopiperidin-3-yl)-1,3-dioxoisoindolin-4-yl)amino)methyl)-1H-pyrazol-1-yl)piperidine-1-carbonyl)piperidine-1-carboxylate O=C1NC(CCC1N1C(C2=CC=CC(=C2C1=O)NCC=1C=NN(C1)C1CCN(CC1)C(=O)C1CCN(CC1)C(=O)OC(C)(C)C)=O)=O